N-[2-cyano-2-[[3,5-dichloro-4-[[3-methyl-2-oxo-1-(2-trimethylsilylethoxymethyl)-6-quinolyl]oxy]phenyl]hydrazono]acetyl]carbamate C(#N)C(C(=O)NC([O-])=O)=NNC1=CC(=C(C(=C1)Cl)OC=1C=C2C=C(C(N(C2=CC1)COCC[Si](C)(C)C)=O)C)Cl